(S)-N-((R)-(5-fluoro-2-methoxyphenyl)(1H-indole-2-yl)methyl)-2-methylpropane-2-sulfinamide FC=1C=CC(=C(C1)[C@@H](N[S@@](=O)C(C)(C)C)C=1NC2=CC=CC=C2C1)OC